P(SCCCCCCCC(C)C)(OCCCCCCCC(C)C)OCCCCCCCC(C)C triisodecyl thiophosphite